2-(2-methoxyethylthio)ethanol (R)-tert-butylpiperidin-3-ylcarbamate C(C)(C)(C)N(C(=O)OCCSCCOC)[C@H]1CNCCC1